O-benzotriazol-1-yl-1,1,3,3-tetramethyluronium tetrafluoroborate F[B-](F)(F)F.N1(N=NC2=C1C=CC=C2)OC(=[N+](C)C)N(C)C